2-methyl-5-(tert-pentyl)cyclohexa-2,5-diene-1,4-dione CC=1C(C=C(C(C1)=O)C(C)(C)CC)=O